(3R)-3-fluoro-3-(methoxymethyl)pyrrolidine F[C@]1(CNCC1)COC